C(C)C1=CC=C(C=C1)N1N=NC(=C1I)I 1-(p-ethylphenyl)-4,5-diiodo-1,2,3-triazole